ClC=1C=C2C(=NC1OC)C(=C(N2C)C2=NC(=NN2)C(F)(F)F)N2C=NC=C2 6-chloro-3-(1H-imidazol-1-yl)-5-methoxy-1-methyl-2-(3-(trifluoromethyl)-1H-1,2,4-triazol-5-yl)-1H-pyrrolo[3,2-b]pyridine